2,2-bis(((8,8-dimethyl-1-oxaspiro[4.5]decan-2-yl)oxy)methyl)propane-1,3-diol CC1(CCC2(CCC(O2)OCC(CO)(CO)COC2OC3(CC2)CCC(CC3)(C)C)CC1)C